C(C)(C)(C)OC(C[C@H](CCC1=CC=C(C=C1)F)NC(=O)C1=NN(C(=C1)C1=C(C=CC=C1OC)OC)C1CCCC1)=O (S)-3-(1-cyclopentyl-5-(2,6-dimethoxyphenyl)-1H-pyrazole-3-carboxamido)-5-(4-fluorophenyl)pentanoic acid tert-butyl ester